1-(3-(4-amino-5-((2-cyclopropylbenzo[d]oxazol-5-yl)ethynyl)-7H-pyrrolo[2,3-d]pyrimidin-7-yl)azetidin-1-yl)prop-2-en-1-one NC=1C2=C(N=CN1)N(C=C2C#CC=2C=CC1=C(N=C(O1)C1CC1)C2)C2CN(C2)C(C=C)=O